ClC1=CC=C(C=2C1=NSN2)C2=C(C=C(C=C2)CCC(CCCC)CC)F 4-chloro-7-[4-(3-ethylheptyl)-2-fluorophenyl]benzo-1,2,5-thiadiazole